5-((R)-3-(((4-(4-amino-3-(4-phenoxyphenyl)-1H-pyrazolo[3,4-d]pyrimidin-1-yl)cyclohexyl)methyl)amino)piperidin-1-yl)-2-(2,6-dioxopiperidin-3-yl)isoindoline-1,3-dione NC1=C2C(=NC=N1)N(N=C2C2=CC=C(C=C2)OC2=CC=CC=C2)C2CCC(CC2)CN[C@H]2CN(CCC2)C=2C=C1C(N(C(C1=CC2)=O)C2C(NC(CC2)=O)=O)=O